(S)-1-[(S)-1-({3-[(3,5-Dimethyl-1-piperidyl)methyl]-1,5-dioxa-9-aza-9-spiro[5.5]undecyl}carbonyl)-3-methylbutyl]-3-isobutyl-2-piperazinone CC1CN(CC(C1)C)CC1COC2(OC1)CCN(CC2)C(=O)[C@H](CC(C)C)N2C([C@@H](NCC2)CC(C)C)=O